C(C1=CC=CC=C1)OC=1C=C2CCNC(C2=CC1OC)\C=C\C1=C(C=C(C(=C1)OCC1=CC(=CC=C1)OC(F)F)OC)C 6-(benzyloxy)-1-[(E)-2-(5-{[3-(difluoromethoxy)phenyl]methoxy}-4-methoxy-2-methylphenyl)ethenyl]-7-methoxy-1,2,3,4-tetrahydroisoquinoline